C(C(O)C)(=O)O.CN(C)CCCOCCCCCCCCCCCCCCCC N,N-dimethyl-3-hexadecyloxypropylamine lactate